C1(CC1)C1=C(C(=NC=N1)OC)N1N=C(C2=C1CNCC2)C 1-(6-cyclopropyl-4-methoxypyrimidin-5-yl)-3-methyl-4,5,6,7-tetrahydropyrazolo[3,4-c]pyridine